C1(CCC1)N1C2N(C(CC1)C)C(C=1N(C2)C=C(C(C1O)=O)C(=O)NCC1=CC=C(C=C1)F)=O 1-Cyclobutyl-N-[(4-fluorophenyl)methyl]-7-hydroxy-4-methyl-6,8-dioxo-1,2,3,4,6,8,12,12a-octahydropyrido[1',2':4,5]pyrazino[1,2-a]pyrimidine-9-carboxamide